2,2,3-butanetriamine CC(C(C)N)(N)N